(E)-1-methyl-N-(1-methyl-5-(thiomorpholine-4-carbonyl)-1H-pyrrol-3-yl)-4-(4-(2-(quinolin-3-yl)vinyl)benzoylamino)-1H-pyrrole-2-carboxamide CN1C(=CC(=C1)NC(C1=CC=C(C=C1)\C=C\C=1C=NC2=CC=CC=C2C1)=O)C(=O)NC1=CN(C(=C1)C(=O)N1CCSCC1)C